(S)-6-bromo-2-(4,4-difluorocyclohexyl)-1-(2-methoxypropyl)-1H-benzo[d]imidazole BrC=1C=CC2=C(N(C(=N2)C2CCC(CC2)(F)F)C[C@H](C)OC)C1